C1(CCCC2=CC=CC=C12)=O 3,4-dihydronaphthalenone